BrC1=CC=CC=2N(CCCCC21)C2=NC(=NC1=CC=C(C(=C21)F)F)NN 6-Bromo-1-(5,6-difluoro-2-hydrazineylquinazolin-4-yl)-2,3,4,5-tetrahydro-1H-benzo[b]azepine